ethyl 4-(4-fluorophenyl)-2-isopropyl-3,5-dioxo-2,3,4,5-tetrahydro-1,2,4-triazine-6-formate FC1=CC=C(C=C1)N1C(N(N=C(C1=O)C(=O)OCC)C(C)C)=O